(1R,2S,SR)-N-(2-(pyridin-2-yl)ethyl)menthylcarboxamide N1=C(C=CC=C1)CCNC(=O)[C@H]1C[C@@H](CCC1C(C)C)C |&1:11|